[3-[(1R)-3-(3,4-dimethoxyphenyl)-1-hydroxyphenyl]phenoxy]-acetic acid COC=1C=C(C=CC1OC)C=1C[C@](C=CC1)(O)C=1C=C(OCC(=O)O)C=CC1